OCCC1=CC=CC=2N(C(=NC21)CNC(OCC2=CC=CC=C2)=O)COCC[Si](C)(C)C benzyl {[4-(2-hydroxyethyl)-1-{[2-(trimethylsilyl)ethoxy]methyl}-1H-benzimidazol-2-yl]methyl}carbamate